BrC=1N=C(C=2N(C1)C=NN2)Cl 6-bromo-8-chloro-[1,2,4]triazolo[4,3-a]pyrazine